2-iodo-1-[(4-methylphenyl)sulfonyl]-1H-pyrrolo[3,2-b]pyridine IC1=CC2=NC=CC=C2N1S(=O)(=O)C1=CC=C(C=C1)C